CNC(C1=CC=CC=C1)C1=CC=CC=C1 N-methyl-1,1-diphenylmethylamine